(3,3-dimethylbutyl)dimethylsilane CC(CC[SiH](C)C)(C)C